tert-butyl (2R,3S,4S)-4-[(tert-butoxycarbonyl) oxy]-2-[(4-methoxyphenyl)methyl]-3-({[2-(1H-pyrazol-4-yl)ethyl]carbamoyl}oxy)pyrrolidine-1-carboxylate C(C)(C)(C)OC(=O)O[C@@H]1[C@H]([C@H](N(C1)C(=O)OC(C)(C)C)CC1=CC=C(C=C1)OC)OC(NCCC=1C=NNC1)=O